CN(C1CCN(CC1)C1=NC=C(C=N1)C1=C2C=C(C(=CC2=CC=2C=COC21)OC)OC)C 9-(2-(4-(dimethylamino)piperidin-1-yl)pyrimidin-5-yl)-6,7-dimethoxynaphtho[2,3]furan